N2-(4,4-Difluorocyclohexyl)-5-(3-(2,2-difluoroethyl)-3H-[1,2,3]triazolo[4,5-b]pyridin-5-yl)-N4-methylpyrrolo[2,1-f][1,2,4]triazine-2,4-diamine FC1(CCC(CC1)NC1=NN2C(C(=N1)NC)=C(C=C2)C2=CC=C1C(=N2)N(N=N1)CC(F)F)F